C(C)(C)(C)C1CC=2C(=NNC2CC1)C(=O)N[C@H]1CCC2=C(NC1=O)C=CC(=C2)Cl 5-(tert-butyl)-N-((S)-7-chloro-2-oxo-2,3,4,5-tetrahydro-1H-benzo[b]azepin-3-yl)-4,5,6,7-tetrahydro-1H-indazole-3-carboxamide